C(#N)C1=C(OC=2C=C3C(N(C=NC3=CC2)CCCC2(CCN(CC2)C(=O)OC(C)(C)C)C)=O)C(=CC=C1F)F tert-butyl 4-[3-[6-(2-cyano-3,6-difluoro-phenoxy)-4-oxo-quinazolin-3-yl]propyl]-4-methyl-piperidine-1-carboxylate